C(CC(O)(C(=O)[O-])CC(=O)[O-])(=O)[O-].C(CC(O)(C(=O)[O-])CC(=O)[O-])(=O)[O-].[Mg+2].[Mg+2].[Mg+2].[Mg+2] Magnesium Tri-Magnesium Dicitrate